2-(3-(2-((1,5-dimethyl-1H-pyrazol-3-yl)amino)-5-methylpyrimidin-4-yl)-1H-indol-7-yl)-4-(2-fluoropyridin-3-yl)isoindolin-1-one CN1N=C(C=C1C)NC1=NC=C(C(=N1)C1=CNC2=C(C=CC=C12)N1C(C2=CC=CC(=C2C1)C=1C(=NC=CC1)F)=O)C